FC1=C(C(=CC(=C1)OC)F)C1=C(C(N(N1C)C1=NC(=CC=C1)N1CC(C1)(F)F)=O)NC(C1=CC=C(C=C1)OC(F)F)=O N-[5-(2,6-difluoro-4-methoxyphenyl)-2-[6-(3,3-difluoroazetidin-1-yl)pyridin-2-yl]-1-methyl-3-oxo-2,3-dihydro-1H-pyrazol-4-yl]-4-(difluoromethoxy)benzamide